COCCOC=1C=CC=C2C=NC(=NC12)NC1=CC=C(C=C1)N1CCN(CC1)C 8-(2-methoxyethoxy)-N-(4-(4-methylpiperazin-1-yl)phenyl)quinazolin-2-amine